CC1=C(C2=C(C=C1)C(=CC=C2)N=C=O)N=C=O 2-methyl-1,5-naphthalene diisocyanate